(S)-but-3-en-2-amine hydrochloride Cl.C[C@@H](C=C)N